tert-butyl (4-(2,4-dihydroxy-7,8-dihydro-5H-pyrano[4,3-d]pyrimidin-7-yl)benzo[d]thiazol-2-yl)carbamate OC=1N=C(C2=C(N1)CC(OC2)C2=CC=CC1=C2N=C(S1)NC(OC(C)(C)C)=O)O